FC=1C=C(C=C(C1)C=1C=NN(C1)C)CN (3-fluoro-5-(1-methyl-1H-pyrazol-4-yl)phenyl)methanamine